CC(O)C=1C=C2C=CN3C(C2=CC1)=NC(=C3)C(F)(F)F methyl-(2-(trifluoromethyl)imidazo[2,1-a]isoquinolin-8-yl)methanol